C(C)N1[C@@H](C=2N=CC(=C(C3=CN4C(C(OCCCCCC(NC1=O)C)=N3)=NC=C4)C2)OC)C (12R)-13-ethyl-8-methoxy-12,16-dimethyl-12,13,16,17,18,19,20,21-octahydro-6,23-(azeno)-11,7-(metheno)imidazo[2,1-c][1,4,10,13,15]oxatetraazacyclohenicosin-14(15H)-one